ClC=1N=CC(=NC1)C1=C(C(=NO1)C)C(=O)OC(C)(C)C Tert-butyl 5-(5-chloropyrazin-2-yl)-3-methylisoxazole-4-carboxylate